4-t-Octylphenyl salicylate C(C=1C(O)=CC=CC1)(=O)OC1=CC=C(C=C1)C(C)(C)CC(C)(C)C